6-Bromo-3-(2-(6-bromo-4-oxochroman-3-yl)ethyl)-3-hydroxychroman-4-one BrC=1C=C2C(C(COC2=CC1)(O)CCC1COC2=CC=C(C=C2C1=O)Br)=O